ClC1=C(C(=CC(=C1)C(C(F)(F)F)(C(F)(F)F)F)Cl)N1N=CC(=C1)B1OC(C(O1)(C)C)(C)C 1-[2,6-Dichloro-4-(1,1,1,2,3,3,3-heptafluoropropan-2-yl)phenyl]-4-(4,4,5,5-tetramethyl-1,3,2-dioxaborolan-2-yl)-1H-pyrazole